ClC=1C(=C(C=CC1F)N(C(=O)[C@H]1N(C(N(C1)CC(=O)OC)=O)C1=NC(=CC(=C1)C(F)(F)F)C)C)F (S)-methyl 2-(4-((3-chloro-2,4-difluorophenyl)(methyl)-carbamoyl)-3-(6-methyl-4-(trifluoromethyl)pyridin-2-yl)-2-oxoimidazolidin-1-yl)acetate